3-[2-(2-carbamoyl-2-methylideneethyl)-3-oxo-1H,2H,3H-benzo[e]isoindol-8-yl]-N-methylbenzamide C(N)(=O)C(CN1C(C=2C=CC3=C(C2C1)C=C(C=C3)C=3C=C(C(=O)NC)C=CC3)=O)=C